ClC1=CC=C2C=C(N(C2=C1)C)C1=NC2=C(N1CC1CN(C1)C1=NC(=NC=C1)C)C(=CC(=C2)C(=O)N2[C@@H]1CC[C@H](C2)[C@H]1N)OC (1R,4R,7R)-2-[2-(6-chloro-1-methyl-1H-indol-2-yl)-7-methoxy-1-{[1-(2-methylpyrimidin-4-yl)azetidin-3-yl]methyl}-1H-1,3-benzodiazole-5-carbonyl]-2-azabicyclo[2.2.1]heptan-7-amine